6-(4-fluoro-3-methyl-phenyl)-1-[(5-fluoro-3-pyridyl)methyl]-3H-imidazo[4,5-b]pyridin-2-one FC1=C(C=C(C=C1)C=1C=C2C(=NC1)NC(N2CC=2C=NC=C(C2)F)=O)C